C[Si](CCCC1OP(OCC1(C)C)C1=CC=C(C=C1)F)(C)C 3-(trimethylsilyl)propyl-2-(4-fluorophenyl)-5,5-dimethyl-1,3,2-dioxaphosphorinane